tert-butyl (2R)-2-[([4-[5-(tert-butoxycarbonyl)-3-[(3-chloro-2-methoxyphenyl)amino]-4-oxo-1H,6H,7H-pyrrolo[3,2-c]pyridin-2-yl]pyridin-3-yl]oxy)methyl]pyrrolidine-1-carboxylate C(C)(C)(C)OC(=O)N1C(C2=C(CC1)NC(=C2NC2=C(C(=CC=C2)Cl)OC)C2=C(C=NC=C2)OC[C@@H]2N(CCC2)C(=O)OC(C)(C)C)=O